3-(((7-(2-aminopyrimidin-4-yl)-2,3-dihydrofuro[3,2-c]pyridin-4-yl)amino)methyl)-N-(3-methoxy-3-methylbutyl)benzamide NC1=NC=CC(=N1)C=1C2=C(C(=NC1)NCC=1C=C(C(=O)NCCC(C)(C)OC)C=CC1)CCO2